C[C@@H]1CN(C[C@@H](C1)NC1=C2C(=NC=C1C1=NC=NC=C1)NC=C2)C(CC#N)=O 3-((3S,5R)-3-methyl-5-((5-(pyrimidin-4-yl)-1H-pyrrolo[2,3-b]pyridin-4-yl)amino)piperidin-1-yl)-3-oxopropanenitrile